N[C@H](C(CCCCCC(=O)O)=O)C (8S)-8-amino-7-oxononanoic acid